FC1=CC(=C(C=C1)N1CN(C(C2=CC=C(C=C12)C(F)(F)F)=S)C=1C=CC(NC1C)=O)C 5-(1-(4-fluoro-2-methylphenyl)-4-thioxo-7-(trifluoromethyl)-1,4-dihydroquinazolin-3(2H)-yl)-6-methylpyridin-2(1H)-one